C(C)(C)OC1=C(C=CC=C1)C#CC=1C=CC=C2C=NC(=NC12)NC=1C=CC(=C(C1)NC(=O)C1=CC=C(C(=O)OCC)C=C1)C ethyl 4-((5-((8-((2-isopropoxyphenyl)ethynyl)quinazolin-2-yl)amino)-2-methylphenyl)carbamoyl)benzoate